ClC=1C(=NC(=NC1)N[C@H]1[C@H](COCC1)O)C=1C=C2C(=C(C=NC2=C(C1)F)CCl)C(C)C (3R,4R)-4-((5-chloro-4-(3-(chloromethyl)-8-fluoro-4-isopropylquinolin-6-yl)pyrimidin-2-yl)amino)tetrahydro-2H-pyran-3-ol